C(CCC)C1=NC=NC(=C1C)N1CCC(CC1)OC=1C=NC(=CC1)OC 4-butyl-6-(4-((6-methoxypyridin-3-yl)oxy)piperidin-1-yl)-5-methylpyrimidine